Cl.FCCCCNC 4-fluoro-N-methylbutan-1-amine-HCl salt